C(C)(C)(C)N([C@H]([C@H](C)CC)C(=O)O)S(=O)(=O)C1=CC=C(C=C1)OC(F)(F)F.C[Si](OC(C#C)(C)C1=CC=CC=C1)(OC(C#C)(C1=CC=CC=C1)C)C dimethyl-bis(1-methyl-1-phenyl-propyneoxy)silane tert-butyl-((4-(trifluoromethoxy)phenyl)sulfonyl)-D-isoleucinate